tryptophanyl-1,2,3,4-tetrahydroisoquinoline-3-carboxylic acid N[C@@H](CC1=CNC2=CC=CC=C12)C(=O)C1NC(CC2=CC=CC=C12)C(=O)O